CC=1CC(C(CC1)C(=O)[O-])C(=O)[O-].[Zn+2] zinc 4-methyl-4-cyclohexene-1,2-dicarboxylate